N[C@@H](CC(=O)[O-])C(=O)OCCCCCCCCCCCCCC Myristyl Aspartate